6-(hydroxymethyl)-5-methoxy-3',6'-dihydro-[3,4'-bipyridine]-1'(2'H)-carboxylic acid tert-butyl ester C(C)(C)(C)OC(=O)N1CCC(=CC1)C=1C=NC(=C(C1)OC)CO